1,3-bis(dibutylphosphino)propane C(CCC)P(CCCP(CCCC)CCCC)CCCC